CS(=O)(=NC1C(NCCC1)C)C Dimethyl((2-methylpiperidin-3-yl)imino)-λ6-sulfanone